mannose-sulfide [O+](=C[C@@H](O)[C@@H](O)[C@H](O)[C@H](O)CO)[S-]